N-(2-(2-(2-(2-azidoethoxy)ethoxy)ethoxy)ethyl)-2-chloro-5-((2-hydroxy-5-methoxypentyl)sulfonyl)benzamide N(=[N+]=[N-])CCOCCOCCOCCNC(C1=C(C=CC(=C1)S(=O)(=O)CC(CCCOC)O)Cl)=O